(R)-3-(isoquinolin-4-yl)-1-(2-methoxy-5-(trifluoromethyl)phenyl)-2-oxoimidazoline-4-carbonitrile C1=NC=C(C2=CC=CC=C12)N1C(N(C[C@@H]1C#N)C1=C(C=CC(=C1)C(F)(F)F)OC)=O